C(C)(C)[Si](OCCN\N=C\C(=O)OCC)(C(C)C)C(C)C (E)-ethyl 2-(2-(2-((triisopropylsilyl)oxy)ethyl)hydrazono)acetate